1-(2-Bromo-5-methyl-4-pyridinyl)-3-chloro-4-hydroxy-6-methyl-pyridin-2-one BrC1=NC=C(C(=C1)N1C(C(=C(C=C1C)O)Cl)=O)C